5-chloro-N-(2-isopropoxy-5-methyl-4-(piperidin-4-yl)phenyl)-N-(2-(isopropylsulfonyl)phenyl)-pyrimidine-2,4-diamine dihydrochloride Cl.Cl.ClC=1C(=NC(=NC1)N(C1=C(C=CC=C1)S(=O)(=O)C(C)C)C1=C(C=C(C(=C1)C)C1CCNCC1)OC(C)C)N